COC=1C=C(C=CC1OC)C=1C(=CC(=CC1)[N+](=O)[O-])C#N 3',4'-dimethoxy-4-nitro-[1,1'-biphenyl]-2-carbonitrile